CC1=CC=C(S1)C1=NC(=NO1)C1=CC2=C(N(N=N2)C(C)C)C=C1 5-[5-(5-methylthiophen-2-yl)-1,2,4-oxadiazol-3-yl]-1-(propan-2-yl)-1H-1,2,3-benzotriazole